COC(C(C=O)NC(C(=O)OC)C1CC(C1)(F)F)=O ((1-(3,3-difluorocyclobutyl)-2-methoxy-2-oxoethyl)amino)-3-oxopropanoic acid methyl ester